C1(CC1)C1=NC=NC(=C1C1=NN2C(NC(C(C2)(C)C)=O)=C1)OC 2-(4-cyclopropyl-6-methoxypyrimidin-5-yl)-6,6-dimethyl-6,7-dihydropyrazolo[1,5-a]pyrimidin-5(4H)-one